6-chloro-8-methyl-2-thieno[2,3-c]pyridin-5-yl-3-(2-trimethylsilylethoxymethyl)pyrido[3,2-d]pyrimidin-4-one ClC=1C=C(C=2N=C(N(C(C2N1)=O)COCC[Si](C)(C)C)C=1C=C2C(=CN1)SC=C2)C